CCCCN(CCCC)C1=CC=CC=C1 N,N-dibutylaniline